C1(=CC=CC=C1)NC1=CC=C(C=C1)C1=CC=C(NC2=CC=CC=C2)C=C1 N,N'-bis(phenyl)-benzidine